C(N)(=O)C=1C=CC(=NC1)SN[C@@H](CS)C(=O)O ((5-carbamoylpyridin-2-yl)thio)cysteine